N-((3-nitro-4-(((tetrahydro-2H-pyran-4-yl)methyl)amino)phenyl)sulfonyl)-4-(4-oxocyclohexyl)benzamide [N+](=O)([O-])C=1C=C(C=CC1NCC1CCOCC1)S(=O)(=O)NC(C1=CC=C(C=C1)C1CCC(CC1)=O)=O